4-chloro-6-[1-(6-ethyl-5-fluoro-pyrimidin-4-yl)-ethyl]-5-fluoro-pyrimidine ClC1=NC=NC(=C1F)C(C)C1=NC=NC(=C1F)CC